1-(4-((5-(2-aminopyridin-3-yl)isoxazol-3-yl)methyl)benzyl)-1H-pyrazole-4-carbonitrile NC1=NC=CC=C1C1=CC(=NO1)CC1=CC=C(CN2N=CC(=C2)C#N)C=C1